CO[Si]1(CC[SiH2]CC1)OC 1,1-dimethoxy-1,4-disilacyclohexane